ClC1=C(C=C(C=C1)CNC(C(C)(C)C)=O)C(=O)NC1=C2C=NN(C2=CC=C1)C1CCN(CC1)C(=O)OC(C)(C)C tert-butyl 4-(4-{[(2-chloro-5-{[(2,2-dimethylpropanoyl)amino]methyl}phenyl)carbonyl]amino}-1H-indazol-1-yl)piperidine-1-carboxylate